N-((R)-(4-chloro-2,5-difluorophenyl)(cyclopropyl)methyl)-1-(((3S)-1-((3-cyano-1-azetidinyl)sulfonyl)-3-piperidinyl)carbonyl)-D-prolinamide ClC1=CC(=C(C=C1F)[C@H](NC([C@@H]1N(CCC1)C(=O)[C@@H]1CN(CCC1)S(=O)(=O)N1CC(C1)C#N)=O)C1CC1)F